ethyl 4-(((2R)-2-(((2-(2,6-dioxopiperidin-3-yl)-1-oxoisoindolin-5-yl) oxy) methyl) piperidin-1-yl) methyl)-1H-pyrazole-3-carboxylate O=C1NC(CCC1N1C(C2=CC=C(C=C2C1)OC[C@@H]1N(CCCC1)CC=1C(=NNC1)C(=O)OCC)=O)=O